C(C)(C)(C)OC(=O)N1CC(CC1)(CCC1=CC=CC=C1)C(C(C(=O)OCC)(C)C)O 3-(3-ethoxy-1-hydroxy-2,2-dimethyl-3-oxopropyl)-3-phenethylpyrrolidine-1-carboxylic acid tert-butyl ester